C(C=C)(=O)OC(CCCCC=C)CCOC(C=C)=O 7,9-nonaendiol diacrylate